C(C=C)(=O)NC1=CC=C(C=C1)C1=NN2N=CN=C(C2=C1C1=CC(=C(C(=O)NCC2=NN(C=C2)C)C=C1)OC)N 4-(6-(4-acrylamidophenyl)-4-aminopyrazolo[5,1-f][1,2,4]triazin-5-yl)-2-methoxy-N-((1-methyl-1H-pyrazol-3-yl)methyl)benzamide